(S)-tert-butyl (2-((4-(2-(cyclopropanecarboxamido)pyrazolo[1,5-a]pyridin-5-yl)-5-methylisoxazol-3-yl)oxy)-1-(pyridin-2-yl)ethyl)carbamate C1(CC1)C(=O)NC1=NN2C(C=C(C=C2)C=2C(=NOC2C)OC[C@H](C2=NC=CC=C2)NC(OC(C)(C)C)=O)=C1